N-(7-chloro-6-(1-methoxypropan-2-yl)isoquinolin-3-yl)-2-ethyl-3-(1-methyl-1H-pyrazol-4-yl)cyclopropane-1-carboxamide ClC1=C(C=C2C=C(N=CC2=C1)NC(=O)C1C(C1C=1C=NN(C1)C)CC)C(COC)C